4-(4-amino-2-fluorophenoxy)-3-(4-phenoxyphenyl)pyridin-2-amine NC1=CC(=C(OC2=C(C(=NC=C2)N)C2=CC=C(C=C2)OC2=CC=CC=C2)C=C1)F